2-[(2-propoxyphenoxy)methyl]oxirane C(CC)OC1=C(OCC2OC2)C=CC=C1